OC=1C=C(C=CC1)C=1N=C(C=2N(C1)C=CC2)C2=CC(=C(C(=C2)OC)OC)OC (3-hydroxyphenyl)-1-(3,4,5-trimethoxyphenyl)pyrrolo[1,2-a]pyrazine